ClC1=C(C(=CC=C1)Cl)C=1C2=CC=C(N2)C(=C2C=CC(C(=C3C=CC(=C(C=4C=CC1N4)C4=C(C=CC=C4Cl)Cl)N3)C3=C(C=CC=C3Cl)Cl)=N2)C2=C(C=CC=C2Cl)Cl 5,10,15,20-tetrakis(2,6-dichlorophenyl)porphine